ClC=1C(=C(CNC(CN[C@H]2C[C@H](C2)NC(OC(C)(C)C)=O)=O)C=CC1)F tert-butyl ((cis)-3-((2-((3-chloro-2-fluorobenzyl)amino)-2-oxoethyl)amino)cyclobutyl)carbamate